OCCOCCOCCNC(CCOCCOCCOCCOCC#C)=O N-(2-(2-(2-hydroxyethoxy)ethoxy)ethyl)-4,7,10,13-tetraoxahexadec-15-ynamide